2-methyl-1,4-Diazabicyclo[2.2.2]octane CC1N2CCN(C1)CC2